6-amino-N-[5-(cyanomethyl)-3-fluoro-6-methoxypyridin-2-yl]-1H-indole-3-sulfonamide NC1=CC=C2C(=CNC2=C1)S(=O)(=O)NC1=NC(=C(C=C1F)CC#N)OC